CC1=CSC2=C1N=CN=C2N2CCC(CC2)NC\C=C\C2=CC=NC=C2 (E)-1-(7-methylthieno[3,2-d]pyrimidin-4-yl)-N-(3-(pyridin-4-yl)allyl)piperidin-4-amine